C(C)C(CC(C(=O)[O-])O)CCCC 2-ethylhexylglycolate